OC1(CC(C1)C(=O)N1CC2(C1)CC(C2)CC2=C(C=CC=C2C(F)(F)F)C)C ((1s,3s)-3-Hydroxy-3-methylcyclobutyl)(6-(2-methyl-6-(trifluoromethyl)benzyl)-2-azaspiro[3.3]heptan-2-yl)methanon